methyl 3-(4-chloro-3-(hydroxymethyl)phenyl)-3-(1,4-dimethyl-1H-benzo[d][1,2,3]triazol-5-yl)-2,2-dimethylpropanoate ClC1=C(C=C(C=C1)C(C(C(=O)OC)(C)C)C1=C(C2=C(N(N=N2)C)C=C1)C)CO